(S)-N-(1-(3,3-difluoropyrrolidin-1-yl)-3-hydroxy-1-oxopropan-2-yl)-2-methyl-5-((2-methylthiazol-5-yl)methoxy)benzofuran-3-carboxamide FC1(CN(CC1)C([C@H](CO)NC(=O)C1=C(OC2=C1C=C(C=C2)OCC2=CN=C(S2)C)C)=O)F